di((Z)-non-2-en-1-yl)9-((4-(dimethylamino)-butyryl)oxy)heptadecane C(\C=C/CCCCCC)C(CCCCCCCC(CCCCCCCC)OC(CCCN(C)C)=O)C\C=C/CCCCCC